rac-methyl (5aR,6S,7R,8R,8aS)-5a-(4-bromophenyl)-3-chloro-8,8a-dihydroxy-6-phenyl-5a,7,8,8a-tetrahydro-6H-cyclopenta[4,5]furo[3,2-c]pyridine-7-carboxylate BrC1=CC=C(C=C1)[C@]12[C@](C=3C=NC(=CC3O1)Cl)([C@@H]([C@@H]([C@H]2C2=CC=CC=C2)C(=O)OC)O)O |r|